7-(2-(1-(1-(4-fluorophenyl)ethyl)-1H-pyrazol-4-yl)pyrimidin-4-yl)-[1,2,4]triazolo[1,5-a]pyridin-2-amine FC1=CC=C(C=C1)C(C)N1N=CC(=C1)C1=NC=CC(=N1)C1=CC=2N(C=C1)N=C(N2)N